O=C(C=CC(=O)N1CCN(CC1)C=1C=CNC1)C 4-(4-(4-oxopent-2-enoyl)piperazin-1-yl)pyrrole